Cl.FC(C1=C(C=CC(=C1)C#CC(=O)N1CCN(CC1)CCC(=O)O)C1=CC=CC=C1)(F)F 3-(4-{3-[2-(trifluoromethyl)[1,1'-biphenyl]-4-yl]prop-2-ynoyl}piperazin-1-yl)propanoic acid monohydrochloride